7-bromo-8-hydroxyquinoline BrC1=CC=C2C=CC=NC2=C1O